(1R,4R,7R)-2-{2-[1-(cyclopropylmethyl)-1H-pyrrolo[2,3-b]pyridin-2-yl]-7-methoxy-1-[(1-phenylazetidin-3-yl)methyl]-1H-1,3-benzodiazole-5-carbonyl}-2-azabicyclo[2.2.1]heptan-7-amine C1(CC1)CN1C(=CC=2C1=NC=CC2)C2=NC1=C(N2CC2CN(C2)C2=CC=CC=C2)C(=CC(=C1)C(=O)N1[C@@H]2CC[C@H](C1)[C@H]2N)OC